3-[4-(2,4-Dioxohexahydropyrimidin-1-yl)-8-isoquinolinyl]Pyrrolidine-1-carboxylic acid tert-butyl ester C(C)(C)(C)OC(=O)N1CC(CC1)C=1C=CC=C2C(=CN=CC12)N1C(NC(CC1)=O)=O